N-(6-amino-5-methylpyridin-3-yl)-2-((2R,5S)-5-methyl-2-(2-(4-methylpiperazin-1-yl)benzo[d]thiazol-5-yl)piperidin-1-yl)-2-oxoacetamide NC1=C(C=C(C=N1)NC(C(=O)N1[C@H](CC[C@@H](C1)C)C=1C=CC2=C(N=C(S2)N2CCN(CC2)C)C1)=O)C